(S)-3-Amino-4-(difluoromethylene)cyclopent-1-ene-1-carboxylic acid hydrochloride Cl.N[C@H]1C=C(CC1=C(F)F)C(=O)O